Cl.COC1=CC=C(C=C1)C=1N=C(C2=C(C=NNC2=O)N1)NC1=CC=C(C=C1)CN1CCNCC1 2-(4-Methoxyphenyl)-4-(4-(piperazin-1-ylmethyl)phenylamino)pyrimido[4,5-d]pyridazin-5(6H)-on Hydrochlorid